tri-(1-pyrrolidinyl)phosphine N1(CCCC1)P(N1CCCC1)N1CCCC1